1-N-(6-chloropyridin-3-yl)-6-((1-ethynylcyclopropyl)methoxy)isoquinolin-1-amine ClC1=CC=C(C=N1)NC1=NC=CC2=CC(=CC=C12)OCC1(CC1)C#C